ClCC(=O)N1CC(C2=NC(=C(C=C21)CC2=CC=C(C=C2)F)C(CO)O)(C)C 2-chloro-1-[5-(1,2-dihydroxyethyl)-6-[(4-fluorophenyl)methyl]-3,3-dimethyl-1H,2H,3H-pyrrolo[3,2-b]pyridin-1-yl]ethan-1-one